NC=1C=CC2=C(N=CO2)C1 5-amino-1,3-benzoxazole